O=C1NC(CCC1N(C(C1=CC=CC=C1)=O)C)=O N-(2,6-dioxopiperidin-3-yl)-N-methylbenzamide